tert-butoxycarbonyl-D-isoglutamine benzyl ester C(C1=CC=CC=C1)OC(CC[C@@H](NC(=O)OC(C)(C)C)C(N)=O)=O